C(#N)C(C(=O)OCC1CCCC=C1)=C tetrahydrobenzyl cyanoacrylate